C(C)C=1C=CC(=C(C1)S(=O)(=O)NC1=NOC2=C1C(=CC(=C2)CN2N=CC1=C2CN(C1)C(C(=C)F)=O)OC)OC 5-ethyl-N-(6-((5-(2-fluoroacryloyl)-5,6-dihydropyrrolo[3,4-c]pyrazol-1(4H)-yl)methyl)-4-methoxybenzo[d]isoxazol-3-yl)-2-methoxybenzenesulfonamide